O1CC=NC2=C1C=CC=C2 2H-1,4-benzoxazin